ethyl 4-bromo-1-[2-(tert-butoxycarbonylamino)ethyl]-6,7-dichloro-indole-2-carboxylate BrC1=C2C=C(N(C2=C(C(=C1)Cl)Cl)CCNC(=O)OC(C)(C)C)C(=O)OCC